N-(4-chloro-2-fluoro-3-{6-oxo-4-[5-(trifluoromethyl)pyridin-2-yl]-1,6-dihydropyrimidin-2-yl}benzyl)isobutyramide ClC1=C(C(=C(CNC(C(C)C)=O)C=C1)F)C=1NC(C=C(N1)C1=NC=C(C=C1)C(F)(F)F)=O